fluoro-4'-chloro-2'-hydroxy-[1,1'-biphenyl] FC1=C(C=CC=C1)C1=C(C=C(C=C1)Cl)O